8-[(1R)-1-[(6-Chloro-3-pyridyl)amino]ethyl]-3,6-dimethyl-2-[4-(3-pyridyl)phenyl]chromen-4-one ClC1=CC=C(C=N1)N[C@H](C)C=1C=C(C=C2C(C(=C(OC12)C1=CC=C(C=C1)C=1C=NC=CC1)C)=O)C